t-butyl peroxyisobutyrate C(C(C)C)(=O)OOC(C)(C)C